tert-butyl (5-formyl-2-(methoxymethoxy)phenyl)carbamate C(=O)C=1C=CC(=C(C1)NC(OC(C)(C)C)=O)OCOC